2-(2-methoxypyridin-4-yl)-4-(8-(oxetan-3-yl)-3,8-diazabicyclo[3.2.1]oct-3-yl)-1H-pyrrolo[2,3-b]pyridine COC1=NC=CC(=C1)C1=CC=2C(=NC=CC2N2CC3CCC(C2)N3C3COC3)N1